ClC1=C2C(=NC=C1C=1C=C(C=CC1F)N1C(CNCC1)=O)NC=C2CC 1-(3-(4-chloro-3-ethyl-1H-pyrrolo[2,3-b]pyridin-5-yl)-4-fluorophenyl)piperazin-2-one